2-[(5-BROMO-2-FORMYLPHENYL)(METHYL)AMINO]-N-ETHYLACETAMIDE BrC=1C=CC(=C(C1)N(CC(=O)NCC)C)C=O